2-({8-[(3b)-cholest-5-en-3-yloxy]octyl}oxy)-N,N-dimethyl-3-[(9Z,12Z)-octadeca-9,12-dien-1-yl-oxy]propan-1-amine CC(C)CCC[C@@H](C)[C@H]1CC[C@H]2[C@@H]3CC=C4C[C@H](CC[C@]4(C)[C@H]3CC[C@]12C)OCCCCCCCCOC(CN(C)C)COCCCCCCCC\C=C/C\C=C/CCCCC